C1(CC1)N1CCN(CC1)C1=C(C=NC=C1)N 4-(4-cyclopropylpiperazin-1-yl)pyridin-3-amine